FC1(C[C@@H](N(C1)C1CCN(CC1)C1CC2(C1)CN(CC2)C(=O)OCC)CO)F ethyl cis-2-[4-[(2R)-4,4-difluoro-2-(hydroxymethyl)-1-pyrrolidinyl]-1-piperidinyl]-6-azaspiro[3.4]octane-6-carboxylate